B(O)(O)O.NC(=O)N urea compound with boric acid